BrC1=CC=C(C=C1)N1S(C2=C(OCC1)C=CC(=C2)NC(=O)C2=CN=C(N2)C2=CC=CC=C2)(=O)=O N-(2-(4-bromophenyl)-1,1-dioxido-3,4-dihydro-2H-benzo[b][1,4,5]oxathiazepin-8-yl)-2-phenyl-1H-imidazole-5-carboxamide